Methyl 3-(1-{[4-([4-[(tert-butyl)oxycarbonyl]piperazinyl]methyl)-7-bromo (2-quinolyl)] amino}-4-methyl-2,5-dioxoazolin-3-yl)propanoate C(C)(C)(C)OC(=O)N1CCN(CC1)CC1=CC(=NC2=CC(=CC=C12)Br)NN1C(C(=C(C1=O)C)CCC(=O)OC)=O